2-amino-4-(6-(6-((5-chloropyridin-3-yl)methyl)-3,6-diazabicyclo[3.1.1]Heptane-3-yl)pyridin-3-yl)-6-ethoxypyrazolo[1,5-a]Pyridine-3-carbonitrile NC1=NN2C(C(=CC(=C2)OCC)C=2C=NC(=CC2)N2CC3N(C(C2)C3)CC=3C=NC=C(C3)Cl)=C1C#N